C(C)(C)(C)OC(=O)NCC(=O)OC1=CC2=C(N=CN2)C=C1 benzo[d]imidazol-5-yl 2-((tert-butoxycarbonyl)amino)acetate